CC1=C(C=C(C(=O)NC=2C=NN(C2)CCC)C=C1)C#CC=1C=NC=CC1 4-methyl-N-(1-propyl-1H-pyrazol-4-yl)-3-[2-(pyridin-3-yl)ethynyl]benzamide